(1R,2S)-7-Chloro-1-(methoxymethoxy)-2,3-dihydro-1H-inden-2-yl-carbamat ClC=1C=CC=C2C[C@@H]([C@@H](C12)OCOC)NC([O-])=O